C(C1=CC=CC=C1)OC(=O)NC[C@@H](CC(=O)OC)F methyl (3R)-4-{[(benzyloxy)carbonyl]amino}-3-fluorobutanoate